(RS)-6-(tert-butyl)-10-cyclopropyl-2-methoxy-3-(3-methoxypropoxy)-9-oxo-9,10-dihydro-6H-pyrano[3,2-b:4,5-b']dipyridine-8-carbonitrile C(C)(C)(C)[C@H]1OC=2C(=NC(=C(C2)OCCCOC)OC)C=2N(C(C(=CC21)C#N)=O)C2CC2 |r|